FC1=CC=C(C=C1)NC(C(C)C1=NC=2CCCN(C2C=C1)C(=O)C1OCCCC1)=O N-(4-fluorophenyl)-2-[5-(oxane-2-carbonyl)-5,6,7,8-tetrahydro-1,5-naphthyridin-2-yl]propanamide